O1CC=CC2=C1C=CC=C2 2H-BENZOPYRANE